ClC=1C=CC(=C(C1)CC(=O)NC1=CC(=NC=C1)C(=O)N[C@@H]1[C@H](CCC1)O)O 4-[[2-(5-chloro-2-hydroxy-phenyl)acetyl]amino]-N-[(1S,2S)-2-hydroxycyclopentyl]pyridine-2-carboxamide